1-isopropyl-2,3-dihydro-1H-pyrrolo[2,3-b]pyridine-5-carbonitrile C(C)(C)N1CCC=2C1=NC=C(C2)C#N